C(C)C(COCCOCCO)CCCC 2-[2-(2-ethylhexyloxy)ethoxy]ethanol